3-bromo-7-methoxy-1,8-naphthyridin-4-amine BrC=1C=NC2=NC(=CC=C2C1N)OC